2-(pyridin-4-yl)-[1,2,4]triazolo[1,5-a]pyridine N1=CC=C(C=C1)C1=NN2C(C=CC=C2)=N1